3,5-difluoropyridine-4-sulfonyl chloride FC=1C=NC=C(C1S(=O)(=O)Cl)F